(2S,3S)-ethyl 3-((2-(2-chloro-5-trityl-5H-pyrrolo[2,3-b]pyrazin-7-yl)-6-(5-fluorothiophen-2-yl)pyrimidin-4-yl)amino)bicyclo[2.2.2]octane-2-carboxylate ClC=1N=C2C(=NC1)N(C=C2C2=NC(=CC(=N2)N[C@@H]2[C@H](C1CCC2CC1)C(=O)OCC)C=1SC(=CC1)F)C(C1=CC=CC=C1)(C1=CC=CC=C1)C1=CC=CC=C1